5-methoxy-2-trimethylsilyl-aniline azabicyclo[3.1.1]heptane-6-carboxylate N12CCCC(C1C(=O)O)C2.COC=2C=CC(=C(N)C2)[Si](C)(C)C